propenyl-ethylene glycol C(=CC)C(CO)O